COC(C(CC)C1=C(C=CC=C1)N(C)C)=O 2-(dimethylamino)-phenylbutyric acid methyl ester